(1-((2-methyl-1-phenylpropan-2-yl)oxy)prop-1-en-2-yl)benzene CC(CC1=CC=CC=C1)(C)OC=C(C)C1=CC=CC=C1